S1C2=C(C=C1C(C(C#N)C(O)C1=CC=C(C=C1)Cl)=O)C=CC=C2 3-(benzo[b]thiophen-2-yl)-2-((4-chlorophenyl)(hydroxy)methyl)-3-oxopropanenitrile